ClN1C(N=CC(=C1)C(F)(F)F)NC=1C(=NC(=CC1)N1[C@H]2CN[C@@H](C1)C2)C2CC2 1-chloro-N-[2-cyclopropyl-6-[(1R,4R)-2,5-diazabicyclo[2.2.1]heptan-2-yl]-3-pyridyl]-5-(trifluoromethyl)pyrimidin-2-amine